CN1S(NC=C1)(=O)=O 2-methyl-1,2,5-thiadiazoline-1,1-dioxide